C(C)OC(CC1CCN(CC1)C1=C(C=C(C=C1F)C=1SC=C(N1)OCC)F)=O {1-[4-(4-ethoxy-thiazol-2-yl)-2,6-difluoro-phenyl]-piperidin-4-yl}acetic acid ethyl ester